5-Vinyl-Norbornene tert-butyl-4-(6-((2,6-dioxopiperidin-3-yl)carbamoyl)-2-methoxypyridin-3-yl)piperazine-1-carboxylate C(C)(C)(C)OC(=O)N1CCN(CC1)C=1C(=NC(=CC1)C(NC1C(NC(CC1)=O)=O)=O)OC.C(=C)C1C2C=CC(C1)C2